fluorohypophosphorous acid FP(=O)O